C[SiH2]CC methyl-(ethyl)silane